ClC1=C2C=C(NC2=CC=C1)C(=O)N(C)C1C=2C3=C(C(NC2CNC1)=O)C=C(C(=C3)F)F 4-Chloro-N-(8,9-difluoro-6-oxo-1,2,3,4,5,6-hexahydrobenzo[c][1,7]naphthyridin-1-yl)-N-methyl-1H-indole-2-carboxamide